O[C@@H]1[C@H](OC([C@@H]1O)O)CNC(CCC)=O N-[[(2R,3S,4R)-3,4,5-trihydroxytetrahydrofuran-2-yl]methyl]butanamide